CC(C)(CCC1=CC=CC=C1)O 2-methyl-4-phenylbutan-2-ol